(E)-5-(2-(pyridin-3-yl)ethyl)pyrimidine-2-carbaldehyde oxime N1=CC(=CC=C1)CCC=1C=NC(=NC1)/C=N/O